6-fluoro-2,3-dihydrophthalazine-1,4-dione FC=1C=C2C(NNC(C2=CC1)=O)=O